N1=C(C=CC=C1)CCSC1=NNC(S1)=S 5-[2-(2-pyridyl)ethylthio]-1,3,4-thiadiazole-2-thione